1,4-dihydro-2H-pyrido[4,3-d][1,3]oxazin-2-one N1C(OCC2=C1C=CN=C2)=O